1-(5-bromo-1-cyclopropyl-6-oxo-1,6-dihydropyridin-3-yl)-3-methylcyclobutane-1-carboxylic acid methyl ester COC(=O)C1(CC(C1)C)C1=CN(C(C(=C1)Br)=O)C1CC1